(2S,5R)-N-{[(2S,4R)-4-(Azepan-1-ylmethyl)-pyrrolidin-2-yl]methyloxy}-7-oxo-6-(sulfooxy)-1,6-diazabicyclo[3.2.1]octane-2-carboxamide N1(CCCCCC1)C[C@@H]1C[C@H](NC1)CONC(=O)[C@H]1N2C(N([C@H](CC1)C2)OS(=O)(=O)O)=O